5-((4-(4-chloro-7,7-dimethyl-5-oxo-5,7-dihydroindolo[1,2-a]quinazolin-10-yl)piperidin-1-yl)methyl)-2-(4-(4-(2,6-dioxopiperidin-3-yl)-3,5-difluorophenyl)piperazin-1-yl)nicotinonitrile ClC=1C=2C(N=C3N(C2C=CC1)C1=CC(=CC=C1C3(C)C)C3CCN(CC3)CC=3C=NC(=C(C#N)C3)N3CCN(CC3)C3=CC(=C(C(=C3)F)C3C(NC(CC3)=O)=O)F)=O